CNCC (E)-N-methyl-ethylamine